C(CCCCCCCCCC=CCCCCCC)C1C(=O)OC(C1)=O 11-octadecenyl-succinic anhydride